3-(2-ethylhexyl-oxy)propane-1-amine C(C)C(COCCCN)CCCC